COC1=C(N)C=CC(=C1)OC(C)C 2-methoxy-4-isopropoxyaniline